trans-1-chloro-3-(2,2-dichloro-3-(4-methoxyphenyl)cyclopropyl)-5-(difluoromethyl)benzene ClC1=CC(=CC(=C1)C(F)F)[C@@H]1C([C@H]1C1=CC=C(C=C1)OC)(Cl)Cl